N1(CCN(CC1)C(=O)[O-])C(=O)[O-] piperazine-1,4-Dicarboxylate